C(CCC)[Sn](Cl)(Cl)Cl MonoButyltin TriChloride